C(CC)N(C(=O)C1=CC2=C(N=CC1)C=CS2)CCC N,N-dipropyl-6H-thieno[3,2-b]Azepine-7-carboxamide